C(C)OC(C(=O)N1CC(C(C12CCCC2)O)(F)F)=O 2-(3,3-difluoro-4-hydroxy-1-azaspiro[4.4]nonan-1-yl)-2-oxoacetic acid ethyl ester